CON(C(=O)[C@H]1CC[C@H](CC1)N(C(OC(C)(C)C)=O)C)C tert-butyl (cis-4-(methoxy(methyl)carbamoyl)cyclohexyl)-(methyl)carbamate